C(C1=CC=CC=C1)OC=1C=CC2=C(C(=C(O2)C)C(=O)NC2CNCC2(F)F)C1F 5-(benzyloxy)-N-(4,4-difluoropyrrolidin-3-yl)-4-fluoro-2-methylbenzofuran-3-carboxamide